4-hydroxy-7-methyl-3-(N,N-dimethylaminoethyl)indole OC1=C2C(=CNC2=C(C=C1)C)CCN(C)C